C1(=CC=CC2=CC=CC=C12)N 1-Naphthalenamine